tris(aminomethyl)cyclohexane NCC1C(CCCC1)(CN)CN